NC(C(=O)O)CCN(C)C 2-AMINO-4-(DIMETHYLAMINO)BUTANOIC ACID